C(C)C=1CC2CC(C2C1)(S(=O)(=O)O)O 3-ethyl-6-hydroxybicyclo[3.2.0]hept-3-en-6-sulfonic acid